2-[[[2-[2-(dimethylamino)ethyl-ethylamino]-2-oxoethyl]amino]methyl]pyridine-4-carboxamide CN(CCN(C(CNCC1=NC=CC(=C1)C(=O)N)=O)CC)C